C(C1=CC=CC=C1)OCCS(=O)(=O)O 2-(benzyloxy)ethane-1-sulfonic acid